1,1-dioxo-1,2-thiazolidine-4-carboxylic acid O=S1(NCC(C1)C(=O)O)=O